trans-benzyl 4,4-dimethyl-(5-oxo-2-phenylpyrrolidin-3-yl)carbamate CC1([C@H]([C@@H](NC1=O)C1=CC=CC=C1)NC(OCC1=CC=CC=C1)=O)C